ClC1=NC=C(C(=C1)N1C[C@H](CCC1)NC(OC(C)(C)C)=O)C1=CC(=C(C=C1)OC(F)(F)F)C tert-butyl N-[(3S)-1-[2-chloro-5-[3-methyl-4-(trifluoromethoxy)phenyl]-4-pyridyl]-3-piperidyl]carbamate